2-fluoro-1-(pyridin-3-yl)ethan-1-ol FCC(O)C=1C=NC=CC1